COC1=C(C(=CC(=C1)CCC)OC)OC 1,2,3-trimethoxy-5-propyl-benzene